3-(4-amino-3-fluorophenyl)-7-(((1r,4r)-4-(dimethylamino)cyclohexyl)amino)-1-isopropyl-3,4-dihydropyrido[4,3-d]pyrimidin-2(1H)-one NC1=C(C=C(C=C1)N1C(N(C2=C(C1)C=NC(=C2)NC2CCC(CC2)N(C)C)C(C)C)=O)F